C(C([2H])([2H])[2H])(C1=NC=2N(C(=C1)NCC1(CN(C1)C(=O)N[C@H]1C[C@@H](CC1)O)C1=CC=C(C=C1)F)N=C(C2)C(F)(F)F)([2H])[2H] 3-(((5-(Ethyl-d5)-2-(trifluoromethyl)pyrazolo[1,5-a]pyrimidin-7-yl)amino)methyl)-3-(4-fluorophenyl)-N-((1R,3R)-3-hydroxycyclopentyl)azetidine-1-carboxamide